C(#N)CC1(CN(C1)S(=O)(=O)C1=CC=C(C=C1)F)N1CCC(=CC1)C1=C2C(=NC(=C1)NC(=O)C1CC1)NC=C2 N-(4-(1-(3-(cyanomethyl)-1-((4-fluorophenyl)sulfonyl)azetidin-3-yl)-1,2,3,6-tetrahydropyridin-4-yl)-1H-pyrrolo[2,3-b]pyridin-6-yl)cyclopropylcarboxamide